COC=1C=C2C(=CNC2=CC1)C1CCN(CC1)CCCCN1C(N2C(CC1=O)CCCC2)=O 2-{4-[4-(5-Methoxy-1H-indol-3-yl)-piperidin-1-yl]-butyl}-hexahydro-pyrido[1,2-c]pyrimidine-1,3-dione